(6S)-9-fluoro-2,11,17,20,21,24-hexaazapentacyclo[16.5.2.02,6.07,12.021,25]pentacosane-1(24),7,9,11,18(25),19,22-heptaene-16-one FC=1C=C2[C@@H]3CCCN3C=3C=CN4N=CC(NC(CCCC2=NC1)=O)=C4N3